(R)-2-amino-5-(2-((4-aminoimidazo[2,1-f][1,2,4]triazin-7-yl)methyl)-3,4-dichlorophenoxy)pentanoic acid N[C@@H](C(=O)O)CCCOC1=C(C(=C(C=C1)Cl)Cl)CC1=CN=C2C(=NC=NN21)N